2-(2-fluoro-3-{6-[4-(morpholine-4-carbonyl)phenyl]furo[3,2-d]pyrimidin-4-yl}phenyl)propan-2-ol FC1=C(C=CC=C1C=1C2=C(N=CN1)C=C(O2)C2=CC=C(C=C2)C(=O)N2CCOCC2)C(C)(C)O